[C@@H]1([C@H]([C@@H]([C@H]([C@@H]([C@H]1OP(=O)(O)OP(=O)(O)O)OP(=O)(O)O)OP(=O)(O)OP(=O)(O)O)OP(=O)(O)O)OP(=O)(O)O)O The molecule is a 1D-myo-inositol bis(diphosphate) trisphosphate having the three phospho groups located at positions 1, 4 and 6 and the two diphospho groups at positions 3 and 5. It derives from a myo-inositol.